sodium (2R,3S)-2,3-diacetoxy-4-((2-(((2S,3R)-2,3-diacetoxy-4-sulfinatobutyl)disulfanyl)ethyl)disulfanyl)butane-1-sulfinate C(C)(=O)O[C@@H](CS(=O)[O-])[C@@H](CSSCCSSC[C@H]([C@H](CS(=O)[O-])OC(C)=O)OC(C)=O)OC(C)=O.[Na+].[Na+]